tert-butyl 5-amino-4-(6-bromo-7-isopropoxy-1-oxoisoindolin-2-yl)-5-oxopentanoate NC(C(CCC(=O)OC(C)(C)C)N1C(C2=C(C(=CC=C2C1)Br)OC(C)C)=O)=O